C1(=CC=CC=C1)COC(=O)N1C[C@H]([C@H](C1)C1=CN=C2N1C1=C(N=C2)N(C=C1)S(=O)(=O)C1=CC=C(C=C1)C)CC (3S,4R)-3-ETHYL-4-[3-[(4-METHYL-PHENYL)SULFONYL]-3H-IMIDAZO[1,2-a]PYRROLO[2,3-e]PYRAZIN-8-YL]-1-PYRROLIDINECARBOXYLIC ACID PHENYLMETHYL ESTER